C(=O)OC1=C(C=CC(=C1)C(F)(F)F)C1=C2C(=C(N=N1)NC[C@H]1N(CCC1)C)C=NC=C2 2-[4-({[(2S)-1-methylpyrrolidin-2-yl]methyl}amino)pyrido[3,4-d]pyridazin-1-yl]-5-(trifluoromethyl)phenol formate